1-bromo-4-ethynyl-3-fluorobenzene BrC1=CC(=C(C=C1)C#C)F